ClCC=1N=C(SC1)N(CC1=CC(=CC=C1)N1CCOCC1)CC1=CC(=CC=C1)OC 4-(chloromethyl)-N-(3-methoxybenzyl)-N-(3-morpholinobenzyl)thiazol-2-amine